(S)-N-(1-((3,5,6-trichloropyridin-2-yl)oxy)prop-2-yl)quinazolin-4-amine ClC=1C(=NC(=C(C1)Cl)Cl)OC[C@H](C)NC1=NC=NC2=CC=CC=C12